ClC1=C(C(=O)NC2CC2)C=CC(=C1)CNC1=NC=NC2=C1SC=1N=NC(=C(C12)C)C 2-chloro-N-cyclopropyl-4-[[(3,4-dimethylpyrimido[4',5':4,5]thieno[2,3-c]pyridazin-8-yl)amino]methyl]benzamide